oxainosine [C@@H]1([C@H](O)[C@H](O)[C@@H](OO)O1)N1C=NC=2C(O)=NC=NC12